N1=CN=CC(=C1)C1=CN=C2C(=N1)N(CCN2)CCC2CCOCC2 7-(pyrimidin-5-yl)-1-(2-(tetrahydro-2H-pyran-4-yl)ethyl)-3,4-dihydropyrazino[2,3-b]pyrazin